[4-(5-sec-butoxy-benzimidazol-1-yl)-phenyl]-carbamic acid phenyl ester C1(=CC=CC=C1)OC(NC1=CC=C(C=C1)N1C=NC2=C1C=CC(=C2)OC(C)CC)=O